O1CC[C@@H](C2=CC=CC=C12)NC(=O)N1CC=2C=CC(=NC2CC1)N1C2CN(CC1CC2)C(=O)OC(C)(C)C tert-butyl 8-(6-(((S)-chroman-4-yl) carbamoyl)-5,6,7,8-tetrahydro-1,6-naphthyridin-2-yl)-3,8-diazabicyclo[3.2.1]octane-3-carboxylate